C(C)[C@](C(=O)O)(OC(C)(C)C)C1=C(C2=C(N=C(S2)C=2C=C3C(=NN(C3=CC2)C2CC2)C2CCN(CC2)C2CN(C2)C(C)=O)C=C1C)C1=CC=C(C=C1)Cl ethyl-(S)-2-(2-(3-(1-(1-acetylazetidin-3-yl)piperidin-4-yl)-1-cyclopropyl-1H-indazol-5-yl)-7-(4-chlorophenyl)-5-methylbenzo[d]thiazol-6-yl)-2-(tert-butoxy)acetic acid